NC1=C2N=CN(C2=NC=N1)[C@H]1C[C@@H]([C@H]2[C@@H](CCC=C12)O)O (1S,3S,7R,7aR)-3-(6-amino-9H-purin-9-yl)-2,3,5,6,7,7a-hexahydro-1H-indene-1,7-diol